FC1=C(C=CC(=C1)F)[C@@H]1[C@H](C1)C1=CC(=NC=2N1N=CC2)C=2C(=NC(=NC2)OC)OC 7-((1S,2S)-2-(2,4-difluorophenyl)cyclopropyl)-5-(2,4-dimethoxypyrimidin-5-yl)pyrazolo[1,5-a]pyrimidine